FC(C(=O)[O-])(F)F.C[N+]=1NC2=CC=CC=C2C1 2-methyl-1H-indazol-2-ium 2,2,2-trifluoroacetate